1-[5-tert-butyl-2-(3-(tetrahydropyran-4-ylamino)phenyl)-2H-pyrazol-3-yl]-3-[4-(2-morpholin-4-yl-ethoxy)naphthalen-1-yl]-urea C(C)(C)(C)C=1C=C(N(N1)C1=CC(=CC=C1)NC1CCOCC1)NC(=O)NC1=CC=C(C2=CC=CC=C12)OCCN1CCOCC1